C(=O)NC1=CC=CC=2SC(=CC21)C(=O)OC methyl 4-formylaminobenzo[b]thiophene-2-carboxylate